2-isopropyl-3-(4,4,5,5-tetramethyl-1,3,2-dioxaborolan-2-yl)pyridine C(C)(C)C1=NC=CC=C1B1OC(C(O1)(C)C)(C)C